FC1=CC=C(C=C1)C(N1[C@@H](CN(CC1)C1=C(C(N(C=2C=CC(=NC12)C(=O)O)C)=O)C(=O)O)C)C1=CC=C(C=C1)F (R)-8-(4-(bis(4-fluorophenyl)methyl)-3-methylpiperazin-1-yl)-5-methyl-6-oxo-5,6-dihydro-1,5-naphthyridine-2,7-dicarboxylic acid